N[C@H]1[C@@H](CC2=CC(=CC=C12)Br)O trans-1-amino-5-bromo-2,3-dihydro-1H-inden-2-ol